N1N=CC2=C(C=CC=C12)[C@@H](C=1N=NN(C1)C1(CC1)C(F)(F)F)NC=1C=C2C(=C(C=NC2=C(C1)C#N)C#N)NCC(C)(C)C (S)-6-(((1H-indazol-4-yl)(1-(1-(trifluoromethyl)cyclopropyl)-1H-1,2,3-triazol-4-yl)methyl)amino)-4-(neopentylamino)quinoline-3,8-dicarbonitrile